(2S,3S,4R,5R)-4-[[3-[2-(Difluoromethoxy)-4-fluorophenyl]-4,5-dimethyl-5-(trifluoromethyl)tetrahydrofuran-2-carbonyl]amino]-N-methyl-pyridin-2-carboxamid FC(OC1=C(C=CC(=C1)F)[C@H]1[C@H](O[C@]([C@@H]1C)(C(F)(F)F)C)C(=O)NC1=CC(=NC=C1)C(=O)NC)F